4-(aminomethyl)-6-(5-isopropyl-4,5,6,7-tetrahydropyrazolo[1,5-a]pyrazin-3-yl)phthalazin-1(2H)-one NCC1=NNC(C2=CC=C(C=C12)C=1C=NN2C1CN(CC2)C(C)C)=O